2-chloro-4-(1-methyl-1H-indazol-3-yl)pyrimidine-5-carboxylic acid isopropyl ester C(C)(C)OC(=O)C=1C(=NC(=NC1)Cl)C1=NN(C2=CC=CC=C12)C